2,3-dimethoxypropan-1-ol COC(CO)COC